ClC1=C(C=CC=C1)[C@H]1[C@@](O1)(C1=C(C=C(C=C1)F)F)CN1N=CN=C1SC#N |o1:7,8| 1-{[rel-(2R,3S)-3-(2-chlorophenyl)-2-(2,4-difluorophenyl)oxiran-2-yl]methyl}-1H-1,2,4-triazol-5-ylthiocyanate